tert-butyl ((3S,3aR,6S,6aR)-6-((S)-11-benzyl-1-(9H-fluoren-9-yl)-3,6,9,12-tetraoxo-2-oxa-4,7,10,13-tetraazapentadecan-15-amido)hexahydrofuro[3,2-b]furan-3-yl)carbamate C(C1=CC=CC=C1)[C@H](NC(CNC(CNC(OCC1C2=CC=CC=C2C=2C=CC=CC12)=O)=O)=O)C(NCC(=O)N[C@H]1CO[C@H]2[C@@H]1OC[C@@H]2NC(OC(C)(C)C)=O)=O